3-[(1-ethyl-1H-pyrazol-4-yl)methyl]-1-{2-fluoro-5-[(2R)-2-methylmorpholin-4-yl]-3-(trifluoromethyl)phenyl}pyridin-2(1H)-one C(C)N1N=CC(=C1)CC=1C(N(C=CC1)C1=C(C(=CC(=C1)N1C[C@H](OCC1)C)C(F)(F)F)F)=O